4-amino-1-(2-((2S,4R)-2-((3-chloro-2-fluorophenylmethyl)carbamoyl)-4-fluoropyrrolidin-1-yl)-2-oxoethyl)-1H-pyrrolo[2,3-b]pyridine-5-carboxylic acid NC1=C2C(=NC=C1C(=O)O)N(C=C2)CC(=O)N2[C@@H](C[C@H](C2)F)C(NCC2=C(C(=CC=C2)Cl)F)=O